FC=1C=CC(=C2N=C(C(NC12)=O)C)CO 8-fluoro-5-(hydroxymethyl)-3-methyl-1H-quinoxalin-2-one